2-Chloro-5-(5-(trifluoromethyl)pyridin-2-yl)oxazole (2R,3S,4S)-4-hydroxy-2-[(4-methoxyphenyl)methyl]pyrrolidin-3-yl-N-[(1,1-dioxo-1lambda6-thiolan-3-yl)methyl]carbamate O[C@@H]1[C@H]([C@H](NC1)CC1=CC=C(C=C1)OC)N(C(O)=O)CC1CS(CC1)(=O)=O.ClC=1OC(=CN1)C1=NC=C(C=C1)C(F)(F)F